(S)-3-(5-(3-cyanophenyl)-3H-imidazo[4,5-b]pyridin-2-yl)-3-fluoropiperidine-1-carbonitrile C(#N)C=1C=C(C=CC1)C1=CC=C2C(=N1)NC(=N2)[C@]2(CN(CCC2)C#N)F